spiro[3.3]heptane-2-amine C1C(CC12CCC2)N